1-[3-(2,6-dioxo-3-piperidyl)benzimidazol-5-yl]piperidine-4-carbaldehyde O=C1NC(CCC1N1C=NC2=C1C=C(C=C2)N2CCC(CC2)C=O)=O